1-amino-3-(2-prop-2-ynoxyethoxy)propan-2-ol NCC(COCCOCC#C)O